3-(4-(3,5-Dimethyl-1H-pyrazol-4-yl)piperazin-1-yl)-4-fluorobenzamide CC1=NNC(=C1N1CCN(CC1)C=1C=C(C(=O)N)C=CC1F)C